2-Hydroxy-4-(2,6-diazaspiro[3.4]octan-6-yl)benzaldehyde OC1=C(C=O)C=CC(=C1)N1CC2(CNC2)CC1